(2,7-di-tert-butyl-fluoren-9-yl)hafnium C(C)(C)(C)C1=CC=2C(C3=CC(=CC=C3C2C=C1)C(C)(C)C)[Hf]